1-(3-(5-(5-((R)-1-(3,5-dimethylpyridazin-4-yl)ethoxy)-6-methoxy-1H-indazol-3-yl)-3-methylpyridin-2-yl)-3,6-diazabicyclo[3.1.1]heptan-6-yl)-2-methylpropan-2-ol CC=1N=NC=C(C1[C@@H](C)OC=1C=C2C(=NNC2=CC1OC)C=1C=C(C(=NC1)N1CC2N(C(C1)C2)CC(C)(O)C)C)C